Cl.NC1=CC(=NC(=C1C#N)C1=NC(=CN=C1)N1CC(CC1)(C)O)C=1N(C=CN1)C 4-amino-2-(6-(3-hydroxy-3-methylpyrrolidin-1-yl)pyrazin-2-yl)-6-(1-methyl-1H-imidazol-2-yl)nicotinonitrile hydrochloride